C(C)OC1=NC=CC=C1C1=NC(=C(C=C1)F)C#N 2'-ethoxy-5-fluoro-[2,3'-bipyridine]-6-carbonitrile